CN1CCN(CC1)CCC1CCN(CC1)C(=O)OC(C)(C)C tert-butyl 4-[2-(4-methylpiperazin-1-yl)ethyl]piperidine-1-carboxylate